S(=O)(=O)(OCCCCCCCC)OCCCCCCCC.[Na] sodium octyl (octyl) sulfate